N-(3-(2-((3R,5R)-3,5-dimethylmorpholino)-5-(2-((2,2-dioxido-2-thiaspiro[3.3]heptan-6-yl)amino)pyrimidin-4-yl)thiazol-4-yl)-2-fluorophenyl)-2,6-difluorobenzenesulfonamide C[C@@H]1COC[C@H](N1C=1SC(=C(N1)C=1C(=C(C=CC1)NS(=O)(=O)C1=C(C=CC=C1F)F)F)C1=NC(=NC=C1)NC1CC2(CS(C2)(=O)=O)C1)C